(1R,2S,5S)-3-(4,7-difluoro-1H-indole-2-carbonyl)-6,6-dimethyl-N-((S)-1-oxo-3-((S)-2-oxopyrrolidin-3-yl)propan-2-yl)-3-azabicyclo[3.1.0]hexane-2-carboxamide FC1=C2C=C(NC2=C(C=C1)F)C(=O)N1[C@@H]([C@H]2C([C@H]2C1)(C)C)C(=O)N[C@H](C=O)C[C@H]1C(NCC1)=O